1-(2-aminoethyl)-2-(cis-8-heptadecen-1-yl)imidazoline NCCN1C(=NCC1)CCCCCCC\C=C/CCCCCCCC